ClC1=CC2=C(OCC(N2)=O)C=N1 7-chloro-1h,3h-pyrido[3,4-b][1,4]oxazin-2-one